FC1=C2C(=NC=NC2=C(C=C1)F)NCCC1=C(C=C(C=C1)OC1=NC=CC(=C1)C(F)(F)F)F 5,8-difluoro-N-[2-(2-fluoro-4-{[4-(trifluoromethyl)pyridin-2-yl]oxy}-phenyl)ethyl]quinazolin-4-amine